(5R,8R)-N-(2-chloro-4-fluorobenzyl)-8-hydroxy-5,6,7,8-tetrahydro-quinoline-5-carboxamide ClC1=C(CNC(=O)[C@H]2C=3C=CC=NC3[C@@H](CC2)O)C=CC(=C1)F